NC1C(=C(C=CC1)N1CCNCC1)O 2-amino-6-piperazinyl-3H-phenol